4-(4-(4-(octadecylcarbamoyl)benzoyl)piperazin-1-yl)-4-oxoButyric acid {(2S,6R)-6-(5-methyl-2,4-dioxo-3,4-dihydropyrimidin-1(2H)-yl) morpholin-2-yl}Methyl ester CC=1C(NC(N(C1)[C@@H]1O[C@@H](CNC1)COC(CCC(=O)N1CCN(CC1)C(C1=CC=C(C=C1)C(NCCCCCCCCCCCCCCCCCC)=O)=O)=O)=O)=O